C(C)(=O)OC1=C(C=CC=C1)C(=O)N1CCN(CC1)S(=O)(=O)C=1SC=CC1 2-(4-(thiophen-2-ylsulfonyl)piperazine-1-carbonyl)phenyl acetate